CN1N=CC(=C1)C=1NC=CC1 2-(1-methyl-1H-pyrazol-4-yl)-1H-pyrrole